CS(=O)(=N)C=1C=C(C=CC1)CC#N 2-(3-(S-methylsulfonimidoyl)phenyl)acetonitrile